7-chloro-9-(4-chloro-2-fluoro-phenyl)-2,3-dimethyl-pyrimido[1,2-b]pyridazin-4-one ClC=1C=C(C=2N(N1)C(C(=C(N2)C)C)=O)C2=C(C=C(C=C2)Cl)F